FC1=C(C=NN1CCC(C)C)C=1C(=NC(=CC1)C)C1=CC=2N(C=C1)C=CN2 7-{3-[5-fluoro-1-(3-methylbutyl)-1H-pyrazol-4-yl]-6-methylpyridin-2-yl}imidazo[1,2-a]pyridine